N1C=C(C=2C1=NC=CC2)C=2SC=C(N2)C=2C=C(C=CC2)[C@]2(CCC1=C2N=CS1)O (S)-4-(3-(2-(1H-pyrrolo[2,3-b]pyridin-3-yl)thiazol-4-yl)phenyl)-5,6-dihydro-4H-cyclopenta[d]thiazol-4-ol